C1(CC1)OC1=CC=C2C(=C(C=C(C2=C1)CCNC(C)=O)[2H])F N-(2-(7-cyclopropyloxy-4-fluoronaphthalen-1-yl-3-d)ethyl)acetamide